Cl.CN1C2(CC2)CNCC1 4-methyl-4,7-diazaspiro[2.5]octane hydrochloride